CC1=CC(=C(C(=O)O)C=C1C)C(NC1=NC(=CC=C1)C)=O 4,5-dimethyl-2-[(6-methylpyridin-2-yl)carbamoyl]benzoic acid